[3-(2-chloro-4-isobutylsulfonyl-phenyl)azetidin-1-yl]-[(3S)-3-(1H-triazol-5-yl)pyrrolidin-1-yl]methanone ClC1=C(C=CC(=C1)S(=O)(=O)CC(C)C)C1CN(C1)C(=O)N1C[C@H](CC1)C1=CN=NN1